C(#N)C=1C=C(C=CC1F)NC(=O)C=1C(=C(N(C1C)C)C(C(=O)NC(C(=O)OC)(C)C)=O)C methyl (2-(4-((3-cyano-4-fluorophenyl)carbamoyl)-1,3,5-trimethyl-1H-pyrrole-2-yl)-2-oxoacetylamino)-2-methylpropionate